3-chloro-N-(2,4-difluorophenyl)-5-(methylsulfonyl)-5H-pyrrolo[2,3-b]pyrazin-2-amine ClC1=C(N=C2C(=N1)N(C=C2)S(=O)(=O)C)NC2=C(C=C(C=C2)F)F